(R)-3-(1-(methyl-d3)pyrrolidin-3-yl)-1H-indol-4-yl dihydrogen phosphate P(=O)(OC1=C2C(=CNC2=CC=C1)[C@@H]1CN(CC1)C([2H])([2H])[2H])(O)O